IC=1C=CC(=C2C=CC=NC12)N1C[C@@H](O[C@@H](C1)C)C(=O)NCC1CN(CCO1)C (2R,6R)-4-(8-iodo-5-quinolinyl)-6-methyl-N-[(4-methylmorpholin-2-yl)methyl]morpholine-2-carboxamide